(3R,2'S)-3-[(cyclopentylhydroxyphenylacetyl)oxy]-1,1-dimethylpyrrolidinium bromide [Br-].C1(CCCC1)C(C(=O)O[C@H]1C[N+](CC1)(C)C)(C1=CC=CC=C1)O